ClC1=CC(=C(N=N1)OCC1=NC=C(C=C1)OC)OC 6-chloro-4-methoxy-3-((5-methoxypyridin-2-yl)methoxy)pyridazine